(3-amino-phenyl)-naphthalen-1-yl-methanol NC=1C=C(C=CC1)C(O)C1=CC=CC2=CC=CC=C12